(E)-N-(4-(4-fluorophenyl)-1,1-diphenyl-but-3-en-1-yl)benzamide FC1=CC=C(C=C1)/C=C/CC(C1=CC=CC=C1)(C1=CC=CC=C1)NC(C1=CC=CC=C1)=O